C1(CC1)C(=O)N1C(CN(CC1)C(=O)C=1C=C(CC2=NNC(C3=CC=CC=C23)=O)C=CC1F)C 4-(3-(4-(cyclopropylcarbonyl)-3-methylpiperazine-1-carbonyl)-4-fluorobenzyl)phthalazin-1(2H)-one